BrC=1C=C(C(=O)OC)C=CC1CN[C@H](CO)C1=CC=C(C=C1)C(F)(F)F Methyl (S)-3-bromo-4-(((2-hydroxy-1-(4-(trifluoromethyl)phenyl)ethyl)amino)methyl)benzoate